CN(C(O)=O)C[C@H]1CN(C2=CC=CN=C2C1)C1=CC=C(C=C1)C(F)(F)F.C(#N)C1=CC=C(OCC2=CC(=CC=C2)COC2=CC=C(C=C2)C#N)C=C1 1,3-bis{(4-cyano)-phenoxymethyl}-benzene (R)-methyl-((1-(4-(trifluoromethyl)phenyl)-1,2,3,4-tetrahydro-1,5-naphthyridin-3-yl)methyl)carbamate